C1(=CC=CC=C1)C1=C(C=CC2=CC3=CC=CC=C3C=C12)C1=CC=CC=C1 1,2-diphenyl-anthracene